6-amino-5-(3-hydroxy-2,6-dimethylphenyl)-2-methyl-4-thioxo-4,5-dihydrothiazolo[5,4-c]pyridine-7-carboxamide NC1=C(C2=C(C(N1C1=C(C(=CC=C1C)O)C)=S)SC(=N2)C)C(=O)N